COC1=CC=C(CN(C2=C(N=C(O2)C2=CC(=NC=C2)OC)C(C(C(CC)=O)N2CCN(CC2)C(=O)OC(C)(C)C)=O)CC2=CC=C(C=C2)OC)C=C1 tert-butyl 4-(1-(5-(bis(4-methoxybenzyl)amino)-2-(2-methoxypyridin-4-yl)oxazol-4-yl)-1,3-dioxopentan-2-yl)piperazine-1-carboxylate